1-(pyridazin-3-ylmethyl)-1H-indole-2-carbaldehyde N1=NC(=CC=C1)CN1C(=CC2=CC=CC=C12)C=O